4-(2-Cyclopropylethyl)-5-(5-methylpyrimidin-2-yl)oxy-2-(trifluoromethyl)quinazoline C1(CC1)CCC1=NC(=NC2=CC=CC(=C12)OC1=NC=C(C=N1)C)C(F)(F)F